C(#N)C1=CC=C(C=C1)N1C(C=2C=CC=3C(N4C(C=5C3C2C(C1=O)=CC5)=NC(=C4C#N)C#N)=O)=O 2-(4-cyanophenyl)-1,3,6-trioxo-1,2,3,6-tetrahydrobenzo[lmn]imidazo[2,1-b][3,8]phenanthroline-8,9-dicarbonitrile